O=C1C=CC=NN1C(C(=O)O)CC (6-oxopyridazin-1(6H)-yl)butyric acid